(S)-quinuclidin-3-yl (6-(4-fluorophenyl)-2,2-dimethyl-2,3-dihydro-1H-inden-1-yl)carbamat FC1=CC=C(C=C1)C1=CC=C2CC(C(C2=C1)NC(O[C@@H]1CN2CCC1CC2)=O)(C)C